8-(trans-4-aminocyclohexyloxy)-6-methoxyimino-5,5-dimethyl-thieno[3,2-H]quinazolin-4-amine N[C@@H]1CC[C@H](CC1)OC1=CC=2C(C(C=3C(=NC=NC3C2S1)N)(C)C)=NOC